CC1(OCCC(C1)CNC)C N-((2,2-dimethyltetrahydro-2H-pyran-4-yl)methyl)methylamine